O[C@H](CC#C)C1=CC(=C(C=C1)O)[N+](=O)[O-] (R)-4-(1-hydroxybut-3-yn-1-yl)-2-nitro-phenol